tert-butyl 7-(4-((1R,2S)-2-(2-fluorophenyl)-6-hydroxyl-1,2,3,4-tetrahydronaphthalen-1-yl) phenyl)-2,7-diazaspiro[3.5]nonane-2-carboxylate FC1=C(C=CC=C1)[C@@H]1[C@@H](C2=CC=C(C=C2CC1)O)C1=CC=C(C=C1)N1CCC2(CN(C2)C(=O)OC(C)(C)C)CC1